COC1=C(CNC2=NC=3C(=CC=CC3C=3N2N=C(N3)C3CC(C3)C3=CC=CC=C3)OC)C=CC(=C1)OC N-(2,4-dimethoxybenzyl)-7-methoxy-2-(3-phenylcyclobutyl)-[1,2,4]triazolo[1,5-c]quinazolin-5-amine